CC1(N(CC2=C1NN=C2NC2=NC(=NC=C2F)NC(C)C)C(=O)N2[C@H](CN(C(C2)(C)C)C)C)C N4-(6,6-dimethyl-5-{[(2S)-2,4,5,5-tetramethyl-piperazin-1-yl]carbonyl}-1,4,5,6-tetrahydropyrrolo[3,4-c]pyrazol-3-yl)-5-fluoro-N2-isopropylpyrimidine-2,4-diamine